(R)-1-(9-(4-chloro-2-methyl-2H-indazol-5-yl)-7H-imidazo[1,2-c]pyrrolo[3,2-e]pyrimidin-5-yl)pyrrolidin-3-amine ClC=1C2=CN(N=C2C=CC1C1=CNC2=C1C=1N(C(=N2)N2C[C@@H](CC2)N)C=CN1)C